C(C)C1COC=2C(=C(C=C3C(C(=CN1C23)C(=O)O)=O)F)F 3-ethyl-9,10-difluoro-7-oxo-2,3-dihydro[1,4]oxazino[2,3,4-ij]quinoline-6-carboxylic acid